ClC=1C=CN2C(=C(C(=CC12)C(=O)NCC=1C(NC(=CC1C)C)=O)C)[C@@H](C)N1CCOCC1 (R)-1-chloro-N-((4,6-dimethyl-2-oxo-1,2-dihydropyridin-3-yl)methyl)-6-methyl-5-(1-morpholinylethyl)indolizine-7-carboxamide